C(=O)(O)CC(C(=O)[O-])(O)CC(=O)O 3-carboxy-2-(carboxymethyl)-2-hydroxypropionate